C(C1(C(=O)NC(=O)N1)CBr)Cl bromochloro-5,5-dimethylimidazolidine-2,4-dione